N-[(R)-3-decyloxy-tetradecanoyl]-O-[2,3-di-[(R)-3-decyloxy-tetradecanoylamino]-2,3-dideoxy-4-O-methylphosphono-β-D-arabinopyranosyl]-L-serine methyl ester COC([C@@H](NC(C[C@@H](CCCCCCCCCCC)OCCCCCCCCCC)=O)CO[C@H]1[C@H]([C@@H]([C@H](OP(=O)(OC)O)CO1)NC(C[C@@H](CCCCCCCCCCC)OCCCCCCCCCC)=O)NC(C[C@@H](CCCCCCCCCCC)OCCCCCCCCCC)=O)=O